methacrylamidopropyldimethyl-n-dodecylammonium chloride [Cl-].C(C(=C)C)(=O)NCCC[N+](CCCCCCCCCCCC)(C)C